4-(2,4-difluorophenoxy)-3-(6-methyl-7-oxo-6,7-dihydro-1H-pyrrolo[2,3-c]pyridin-4-yl)-N-(3,4,5-trimethoxybenzyl)benzamide FC1=C(OC2=C(C=C(C(=O)NCC3=CC(=C(C(=C3)OC)OC)OC)C=C2)C=2C3=C(C(N(C2)C)=O)NC=C3)C=CC(=C1)F